NCC=1C=C(CN)C=CC1 3-aminomethyl-benzylamine